CC1([C@@H](N2C([C@H]([C@H]2S1)NC(CC1=CC=CC=C1)=O)=O)C(=O)OCCCC#N)C 3-cyanopropyl (2S,5R,6R)-3,3-dimethyl-7-oxo-6-(2-phenylacetamido)-4-thia-1-azabicyclo[3.2.0]heptane-2-carboxylate